C(C)N([S@@](=O)C(C)(C)C)C(C)(C)C1=CC(=CC=C1)C=1C=CC=2N(C1)C=CN2 (S)-N-ethyl-N-(2-(3-(imidazo[1,2-a]pyridin-6-yl)phenyl)propan-2-yl)-2-methylpropane-2-sulfinamide